2-acetylmannosamine C(C)(=O)[C@]1(C(O)O[C@@H]([C@H]([C@@H]1O)O)CO)N